5-bromo-4-(2-fluorophenyl)-2-oxopyridin BrC=1C(=CC(NC1)=O)C1=C(C=CC=C1)F